NC=1C(=NC(=CC1)Br)Br 3-amino-2,6-dibromopyridine